BrC=1C=C(C=C(C1)Cl)C(C(=O)OCC)C#N Ethyl 2-(3-bromo-5-chlorophenyl)-2-cyanoacetate